O=C1NCC[C@@H]1CCCC(=O)N 4-((S)-2-oxopyrrolidin-3-yl)butanamide